[1-[4-[tert-butyl(dimethyl)silyl]oxycyclohexyl]-5-methyl-pyrazol-4-yl]-4-[2-[tert-butyl(dimethyl)silyl]oxy-1-(5-fluoro-2-pyridyl)ethoxy]pyrazolo[1,5-a]pyridine-3-carbonitrile [Si](C)(C)(C(C)(C)C)OC1CCC(CC1)N1N=CC(=C1C)C1=NN2C(C(=CC=C2)OC(CO[Si](C)(C)C(C)(C)C)C2=NC=C(C=C2)F)=C1C#N